OCCNCCO bis-(2-hydroxyethyl)amine